N-(3,5-Dimethylphenyl)-6-morpholin-4-yl-N1-(3-trifluoromethylphenyl)-[1,3,5]triazine-2,4-diamine CC=1C=C(C=C(C1)C)NC1N(C(=NC(=N1)N)N1CCOCC1)C1=CC(=CC=C1)C(F)(F)F